FC(CCN1CCC(CC1)NC(=O)C=1C=2C[C@@H]3[C@H](C2N(N1)C1=C(C=C(C=C1)F)F)C3)(F)F (1aR,5aR)-2-(2,4-Difluoro-phenyl)-1a,2,5,5a-tetrahydro-1H-2,3-diaza-cyclopropa[a]pentalene-4-carboxylic acid [1-(3,3,3-trifluoro-propyl)-piperidin-4-yl]-amide